FC(C1=CC(=C(OCC2=C(C=C(C=C2)C2C=3C(NC(C2)=O)=NNC3)OC)C=C1)C(F)(F)F)F (+)-4-(4-{[4-(difluoromethyl)-2-(trifluoromethyl)phenoxy]methyl}-3-methoxyphenyl)-2H,4H,5H,6H,7H-pyrazolo[3,4-b]pyridin-6-one